sodium N-(4-methoxy-2-nitrophenyl)sulfonamide COC1=CC(=C(C=C1)NS(=O)=O)[N+](=O)[O-].[Na]